1,1,1-trifluoro-2,3-propylene oxide FC(C1CO1)(F)F